C(C1=CC=CC=C1)OC(=O)C1CN(C2=C(C=C1CCCCCCCCCC)C=CC=C2)N2N=C(C=C2)O (3-hydroxy-1H-pyrazolyl)-4-decyl-2,3-dihydro-1H-benzazepine-3-Carboxylic acid benzyl ester